chloro(Pentamethyl)disilane tert-butyl-((6-chloro-2-phenyl-7-(4,4,5,5-tetramethyl-1,3,2-dioxaborolan-2-yl)-2,3-dihydrobenzofuran-2-yl)methyl)carbamate C(C)(C)(C)N(C(O)=O)CC1(OC2=C(C1)C=CC(=C2B2OC(C(O2)(C)C)(C)C)Cl)C2=CC=CC=C2.Cl[Si]([Si](C)(C)C)(C)C